(E)-5-(4-bromo-2-fluoro-phenyl)-5-methyl-hex-2-enoic acid ethyl ester C(C)OC(\C=C\CC(C)(C)C1=C(C=C(C=C1)Br)F)=O